fluoro-N-(4-(4-methylpiperazin-1-yl)phenyl)-4-(1-isopropyl-1H-pyrazol-4-yl)pyrimidin-2-amine FC=1C(=NC(=NC1)NC1=CC=C(C=C1)N1CCN(CC1)C)C=1C=NN(C1)C(C)C